C(C)(C)(C)OC(=O)NC1(CN(CC(C1)CF)C(=O)OCC1=CC=CC=C1)C benzyl 3-(tert-butoxycarbonylamino)-5-(fluoromethyl)-3-methyl-piperidine-1-carboxylate